(3-((dimethylamino)methyl)-4-hydroxy-1-phenethylpiperidin-4-yl)benzamide CN(C)CC1CN(CCC1(O)C1=C(C(=O)N)C=CC=C1)CCC1=CC=CC=C1